FC(N1N=CC(=C1)C1=CN=C2C(=CC=NC2=C1)OC1=C(C=C(C=C1)NC(=O)C=1C=NC(=C(C1O)C1=CC=C(C=C1)F)C)F)F N-[4-[[7-[1-(difluoromethyl)pyrazol-4-yl]-1,5-naphthyridin-4-yl]oxy]-3-fluorophenyl]-5-(4-fluorophenyl)-4-hydroxy-6-methylpyridine-3-carboxamide